CC1=CC=C(C=C1)S(=O)(=O)N1C=CC=2C1=NC=C1C2N(C=N1)N1C2CC(CC1CC2)O 8-(6-p-toluenesulfonylimidazo[4,5-d]pyrrolo[2,3-b]pyridin-1(6H)-yl)-8-azabicyclo[3.2.1]octan-3-ol